4-Hydroxy-2-oxo-1-phenyl-7-(trifluoromethyl)-1,2-dihydro-1,5-naphthyridine-3-carbonitrile OC1=C(C(N(C2=CC(=CN=C12)C(F)(F)F)C1=CC=CC=C1)=O)C#N